2-(3-(hydroxymethyl)piperidin-1-yl)isonicotinonitrile OCC1CN(CCC1)C=1C=C(C#N)C=CN1